C(CCCCCCC)C(CO)CCCCCCCCCC 2-octyldodecanol